ClC=1C=C(C=C(C1)Cl)C1=C([N+](=C2N(C1=O)C=CC=C2)C\C=C\C2=CC(=CC=C2)C(F)(F)F)O (E)-3-(3,5-dichlorophenyl)-4-oxo-1-(3-(3-(trifluoromethyl)phenyl)allyl)-4H-pyrido[1,2-a]pyrimidin-1-ium-2-ol